OC1=C(C=C(C=C1)CCC1=CC=CC=C1)OC β-(4-hydroxy-3-methoxyphenyl)ethylbenzene